C(C=CC=CC=CC=CC=CC=CCCCCCCCCC)(=O)NCCOC(C1=C(C=CC=C1Cl)Cl)=O 2,6-dichlorobenzoic acid-(docosahexaenamidoethyl) ester